2-chloro-7-methylpyrrolopyrimidine ClC=1NC=2C(=CN1)N=CC2C